C(C)OC(C(C1=C2N(C=N1)C[C@@H](C2)F)N2N=C1C(=C(C=C(C1=C2)Cl)C2=CC=C(C=C2)CN2CCC(CC2)O)Cl)=O (4,7-dichloro-6-(4-((4-hydroxypiperidin-1-yl)methyl)phenyl)-2H-indazol-2-yl)-2-((R)-6-fluoro-6,7-dihydro-5H-pyrrolo[1,2-c]imidazol-1-yl)acetic acid ethyl ester